C(CCCC)[N+]1(CCCC1)C N-pentyl-N-methyl-pyrrolidinium